CON(C(CN1CCOCC1)=O)C N-methoxy-N-methyl-2-morpholinoacetamide